O1C=NC2=C1OC=N2 oxazolo[4,5-d]oxazole